5-fluoro-2-isopropoxy-pyridine-3-carboxamide FC=1C=C(C(=NC1)OC(C)C)C(=O)N